[4-(N-acetylglycyl prolyl) benzyl]-3,7-bis(dimethylamino)-10H-phenothiazine-10-carboxylate C(C)(=O)NCC(=O)N1[C@@H](CCC1)C(=O)C1=CC=C(COC(=O)N2C3=CC=C(C=C3SC=3C=C(C=CC23)N(C)C)N(C)C)C=C1